FC=1C=CC(=NC1)C1=CC=C2C(=N1)N(C(=N2)C2=CC=CC=C2)C2=CC=C(CN1CCC(CC1)NC1=NC(=NC=C1)C#N)C=C2 4-((1-(4-(5-(5-Fluoropyridin-2-yl)-2-phenyl-3H-imidazo[4,5-b]pyridin-3-yl)benzyl)piperidin-4-yl)amino)pyrimidine-2-carbonitrile